(2-amino-4-trifluoromethoxyphenyl){4-[6-fluoro-2-(1-methyl-4-pyrazolyl)-3H-1,3,4-triazainden-7-yl]-1-piperidyl}methanone NC1=C(C=CC(=C1)OC(F)(F)F)C(=O)N1CCC(CC1)C=1C(=CN=C2NC(=NC12)C=1C=NN(C1)C)F